ClC1=CC=2C3=C(C=NC2C=C1)N=C(N3[C@@H]3C[C@@H](OCC3)CC#N)C3CCC3 [cis-4-(8-Chloro-2-cyclobutyl-1H-imidazo[4,5-c]chinolin-1-yl)tetrahydro-2H-pyran-2-yl]acetonitril